C(CCC)C1=CC2=C(N=C(S2)N)C=C1 6-butyl-benzo[d]thiazol-2-amine